butyl 2-(4-(4-amino-5-(ethoxycarbonyl)pyrimidin-2-yl)piperazin-1-yl)-7,8-dihydropyrido[4,3-d]pyrimidine-6(5H)-carboxylate NC1=NC(=NC=C1C(=O)OCC)N1CCN(CC1)C=1N=CC2=C(N1)CCN(C2)C(=O)OCCCC